C(C)(C)(C)C=1C=C(C=CC1)N1N=CC=C1NC(NC1=C(C=C(OC2=CC(=NC=C2)NC(OCC)=O)C=C1)SC)=O ethyl (4-(4-(3-(3-(tert-butyl)-phenyl-1H-pyrazol-5-yl)ureido)-3-(methylthio)phenoxy)pyridin-2-yl)carbamate